NC(CC(=O)O)CC1=CC2=CC=CC=C2C=C1 3-amino-4-(2-naphthyl)-butyric acid